C(=O)(C(=O)O)O.C(=O)(C(=O)[O-])O.[K+] potassium trihydrogen dioxalate